C(C)C=1N=C2N(C=C(N=C2C)C)C1 2-ethyl-6,8-dimethyl-imidazo[1,2-a]pyrazin